CC1=C(C=CC(=C1F)C)S(=O)(=O)Cl 2,4-dimethyl-3-fluorobenzenesulfonyl chloride